(S)-2-((5-(4-(4-iso-butyl-4H-1,2,4-triazol-3-yl)phenyl)pyridin-2-yl)amino)-6,6a,7,8-tetrahydro-9H-pyrido-[2,3-b]pyrrolo[1,2-d]-[1,4]oxazin-9-one C(C(C)C)N1C(=NN=C1)C1=CC=C(C=C1)C=1C=CC(=NC1)NC1=CC2=C(OC[C@H]3N2C(CC3)=O)N=C1